Methyl-(3,4,5-trimethoxybenzoyl)valine diisopropyl-bicyclo[2.2.1]hept-5-ene-2,3-dicarboxylate C(C)(C)C1=C(C2C(C(C1C2)C(=O)O)C(=O)O)C(C)C.CN([C@@H](C(C)C)C(=O)O)C(C2=CC(=C(C(=C2)OC)OC)OC)=O